5-benzyl 1-methyl (2S)-2-{[1-(tert-butoxycarbonyl)-4-{[(9H-fluoren-9-ylmethoxy)carbonyl]amino}piperidin-4-yl]formamido}pentanedioate C(C)(C)(C)OC(=O)N1CCC(CC1)(NC(=O)OCC1C2=CC=CC=C2C=2C=CC=CC12)C(=O)N[C@H](C(=O)OC)CCC(=O)OCC1=CC=CC=C1